2,3,4,6-tetraacetoxy-α-D-mannopyranosyl bromide C(C)(=O)O[C@]1([C@H](O[C@@H]([C@]([C@@]1(O)OC(C)=O)(O)OC(C)=O)C(O)OC(C)=O)Br)O